CC=1C=C(C=NC1C(F)(F)F)OCC1CCN(CC1)C(=O)N1C[C@@H]2[C@@H](OCC(N2)=O)CC1 (4aR,8aS)-6-[4-[[5-methyl-6-(trifluoromethyl)-3-pyridyl]oxymethyl]piperidine-1-carbonyl]-4,4a,5,7,8,8a-hexahydropyrido[4,3-b][1,4]oxazin-3-one